CC(S(=O)(=O)N)C1=CC=C(C=C1)[N+](=O)[O-] methyl-(4-nitrophenyl)methanesulfonamide